FC(N1C(=NC2=C1C=CC=C2)N2CCC(CC2)OC2=CC=C1C(=NN(C1=C2)C)C2=CC(=CC=C2)C(F)(F)F)F 6-((1-(1-(difluoromethyl)-1H-benzo[d]imidazol-2-yl)piperidin-4-yl)oxy)-1-methyl-3-(3-(trifluoromethyl)phenyl)-1H-indazole